{4-[(5-Chloro-thiophen-2-ylmethyl)-amino]-2-pyridin-4-yl-phenyl}-carbamic acid ethyl ester C(C)OC(NC1=C(C=C(C=C1)NCC=1SC(=CC1)Cl)C1=CC=NC=C1)=O